3-n-heptyl-Citronellal CCC(CCCC)C\C(\C)=C/CCC(C)CC=O